NC1=C(C=C(C=C1)C(C(=O)N(CC(F)(F)F)C)C)F 2-(4-amino-3-fluorophenyl)-N-methyl-N-(2,2,2-trifluoroethyl)propanamide